CC1=NC(=CC=C1NC(=O)[C@@H]1[C@H](CCCC1)C(=O)O)C1=C(C(=NO1)C)CNC1=NC=CC(=N1)C1=CSC=C1 (1S,2S)-2-((2-methyl-6-(3-methyl-4-(((4-(thiophen-3-yl)pyrimidin-2-yl)amino)methyl)isoxazol-5-yl)pyridin-3-yl)carbamoyl)cyclohexane-1-carboxylic acid